OC1=C(N=C2N1C=CC=N2)C(=O)O hydroxyimidazo[1,2-a]pyrimidine-2-carboxylic acid